benzylhydroxyethyl-dimethyl-ammonium chloride [Cl-].C(C1=CC=CC=C1)[N+](C)(C)CCO